N-(3-chloro-4-methylphenyl)-N,N'-dimethylurea ClC=1C=C(C=CC1C)N(C(=O)NC)C